[Br-].C(C1=CC=CC=C1)N(C(C[Zn+])=O)CC1=CC=CC=C1 (2-(Dibenzylamino)-2-oxoethyl)zinc(II) bromide